C(#N)C(C)N1N=NC(=C1)C(=O)O 1-(1-cyanoethyl)-1H-1,2,3-triazole-4-carboxylic acid